BrC1=C2C(=CN=CC2=CC=C1)C(NC(=O)[C@@H]1[C@H]2C([C@H]2CN1C([C@H](C(C)(C)C)NC=1SC=CN1)=O)(C)C)C#N (1R,2S,5S)-N-((5-bromoisoquinolin-4-yl)(cyano)methyl)-3-((S)-3,3-dimethyl-2-(thiazol-2-ylamino)butanoyl)-6,6-dimethyl-3-azabicyclo[3.1.0]hexane-2-carboxamide